C1N(CCC2=CC=CC=C12)CC(CN1C(C2=C(CCC1)C=C(C=C2)OC)=O)O 2-[3-(3,4-dihydro-1H-isoquinolin-2-yl)-2-hydroxy-propyl]-7-methoxy-4,5-dihydro-3H-2-benzazepin-1-one